BrC1=C2COCC2=CC=C1C 4-bromo-5-methyl-1,3-dihydroisobenzofuran